C(C)(C)(C)N(C(O)=O)[C@@H]1[C@@H](NCCC1)COC1CCC(CC1)C1=C(C=CC=C1)O.NC(=C(C(C(F)(F)F)(F)F)N)F 1,2-diaminohexafluorobutene tert-butyl-((2R,3S)-2-((((1s,4S)-4-(2-hydroxyphenyl)cyclohexyl)oxy)methyl)piperidin-3-yl)carbamate